(1S,3S,4S)-2-((3-chlorophenyl)-L-leucyl)-N-((R)-1-cyano-2-((R)-2-oxopyrrolidin-3-yl)ethyl)-5,5-difluoro-2-azabicyclo[2.2.2]octane-3-carboxamide ClC=1C=C(C=CC1)N[C@@H](CC(C)C)C(=O)N1[C@@H]2CC([C@H]([C@H]1C(=O)N[C@H](C[C@@H]1C(NCC1)=O)C#N)CC2)(F)F